2-{3-[3-amino-4-(7-{[2-(trimethylsilyl)ethoxy]methyl}-7H-pyrrolo[2,3-d]pyrimidin-4-yl)-1H-pyrazol-1-yl]-1-(isopropylsulfonyl)azetidin-3-yl}acetonitrile NC1=NN(C=C1C=1C2=C(N=CN1)N(C=C2)COCC[Si](C)(C)C)C2(CN(C2)S(=O)(=O)C(C)C)CC#N